5-(Chloromethyl)-4-(2-methylpyridin-4-yl)-N-(4-(methylsulfonyl)phenyl)thiazol-2-amine ClCC1=C(N=C(S1)NC1=CC=C(C=C1)S(=O)(=O)C)C1=CC(=NC=C1)C